BrC1C=2C(=NN(C2CCC1)C1=CC(=CC=C1)Br)C(F)(F)F bromo-1-(3-bromophenyl)-3-(trifluoromethyl)-4,5,6,7-tetrahydroindazole